O1C(=CC2=C1C=CC=C2)C(=O)NC[C@H](C(C)C)NC(OCC(F)(F)F)=O 2,2,2-Trifluoroethyl ((1S)-1-{[(1-benzofuran-2-ylcarbonyl)amino]methyl}-2-methylpropyl)carbamate